2-[4-cyclopropyl-2-fluoro-6-(methoxymethoxy)phenyl]-4,4,5,5-tetramethyl-1,3,2-dioxaborolane C1(CC1)C1=CC(=C(C(=C1)OCOC)B1OC(C(O1)(C)C)(C)C)F